[N+](=O)([O-])C1=CC=C(C=C1)S(=O)(=O)NC1=CC=C(C(C(=O)O)=C1)O 5-(4-nitrobenzenesulfonyl)aminosalicylic acid